C1(CC1)C1=CC=C2CNCCC3C2=C1CCC3 8-cyclopropyl-1,2,3,4,4a,5,6,7-octahydronaphtho[1,8-cd]azepine